N1=CN=C2NC=NC2=C1C=1C(=NC=CC1)NC=1C=CC(=C(C1)NC(C1=CC(=CC(=C1)C(F)(F)F)Br)=O)F N-(5-(3-(9H-purin-6-yl)pyridin-2-ylamino)-2-fluorophenyl)-3-bromo-5-(trifluoromethyl)benzamide